N1(N=CC=C1)CC1=C(C=C(C(=O)OC)C=C1)OC(F)F Methyl 4-((1H-pyrazol-1-yl)methyl)-3-(difluoromethoxy)benzoate